3-hydroxypropyltrimethylammonium p-toluenesulfonate CC1=CC=C(C=C1)S(=O)(=O)[O-].OCCC[N+](C)(C)C